OCC[C@](N(N)CCO)(CC1=CC=CC=C1)C(=O)O Bis-(2-hydroxyethyl)-amino-L-phenylalanin